C1(=CC=CC=C1)C=1C=CC=2C(C3=CC=CC=C3OC2C1)C(=O)F 3-phenylxanthoyl fluoride